ClC=1N=CC2=CC=CC(=C2C1)C=1C(=NN(C1)C)C 3-chloro-5-(1,3-dimethyl-1H-pyrazol-4-yl)isoquinoline